C(#N)C(C(=O)[O-])=C(C1=CC=CC=C1)C1=CC=CC=C1 α-cyano-β,β-diphenylacrylate